N-[[6-(4-hydroxy-4-methyl-pentanoyl)-6-azaspiro[2.5]octan-2-yl]methyl]-1H-pyrrolo[3,2-c]pyridine-2-carboxamide OC(CCC(=O)N1CCC2(C(C2)CNC(=O)C2=CC=3C=NC=CC3N2)CC1)(C)C